CC(CN)CCC(CN)C 2,5-dimethylhexane-1,6-diamine